ClC1=C2N(C(C(=N1)NCC=1C=C(C=C(C1)C=C)C1=CC=CC=C1)=O)[C@@H](CC2)C(=O)OCC2=CC=CC=C2 benzyl (S)-1-chloro-4-oxo-3-(((5-vinyl-[1,1'-biphenyl]-3-yl)methyl)amino)-4,6,7,8-tetrahydropyrrolo[1,2-a]pyrazine-6-carboxylate